tert-butyl (3R,4R)-4-(((7-((tert-butoxycarbonyl) (2-methoxy-4-(pyridin-2-yl) benzyl) amino)-3-cyclopropylpyrazolo[1,5-a]pyrimidin-5-yl) amino) methyl)-3-hydroxypiperidine-1-carboxylate C(C)(C)(C)OC(=O)N(C1=CC(=NC=2N1N=CC2C2CC2)NC[C@@H]2[C@H](CN(CC2)C(=O)OC(C)(C)C)O)CC2=C(C=C(C=C2)C2=NC=CC=C2)OC